O[C@H]1[C@H](O[C@@]2([C@@H](CCO2)NC(C2=CC(=CC=C2)OC)=O)[C@@H]([C@H]1N1N=NC(=C1)C1=CC(=C(C(=C1)F)F)F)O)CO N-((4R,5S,7R,8R,9S,10R)-8,10-dihydroxy-7-(hydroxymethyl)-9-(4-(3,4,5-trifluorophenyl)-1H-1,2,3-triazol-1-yl)-1,6-dioxaspiro[4.5]dec-4-yl)-3-methoxybenzamide